FC1=CC=C(C=C1)C=1C=C2C=NN(C2=C(C1)C(=O)NCC1=CC=C(C(=O)O)C=C1)CC1=CC=C(C=C1)C(F)(F)F 4-((5-(4-fluorophenyl)-1-(4-(trifluoromethyl)benzyl)-1H-indazol-7-amido)methyl)benzoic acid